1-(1,1,1,3,3,3-hexafluoroprop-2-yloxy)-2,3,3,4,4,5,5-heptafluorocyclopentene FC(C(C(F)(F)F)OC1=C(C(C(C1(F)F)(F)F)(F)F)F)(F)F